FC1=CC=C(C=C1)[C@H](C)NC(CS(=O)C1=NC=2C(=NC=CC2)N1CC1=CC=C(C=C1)OC(F)(F)F)=O N-[(S)-1-(4-Fluoro-phenyl)-ethyl]-2-[3-(4-trifluoromethoxy-benzyl)-3H-imidazo[4,5-b]pyridine-2-sulfinyl]-acetamide